C(#N)C1=C(C=CC=C1)C(C(C)C=1N(C(C(=C(N1)C(=O)NC=1C=NOC1)O)=O)C)C=1C=NN(C1)CCOC 2-(1-(2-cyanophenyl)-1-(1-(2-methoxyethyl)-1H-pyrazol-4-yl)propan-2-yl)-5-hydroxy-N-(isoxazol-4-yl)-1-methyl-6-oxo-1,6-dihydropyrimidine-4-carboxamide